N-[3-[5-chloro-2-(difluoromethoxy)phenyl]-1-(oxiran-2-ylmethyl)-1H-pyrazol-4-yl]Pyridine ClC=1C=CC(=C(C1)C1=NN(C=C1N1CC=CC=C1)CC1OC1)OC(F)F